C(C1=CC=CO1)SC FURFURYLMETHYLSULFID